CC=1C=C(C=C(C1N)C)C1=CC=C(C=C1)C1=CC=CC=C1 3,5-dimethyl-[1,1':4',1''-terphenyl]-4-amine